4-((4-(1-isopropyl-1H-pyrazol-4-yl)-2-(trifluoromethoxy)phenyl)amino)-N-(methyl-d3)pyridazine-3-carboxamide C(C)(C)N1N=CC(=C1)C1=CC(=C(C=C1)NC1=C(N=NC=C1)C(=O)NC([2H])([2H])[2H])OC(F)(F)F